2-amino-6-(2-isopropoxyethoxy)-4-(6-(6-((6-methoxypyridin-3-yl)methyl)-3,6-diazabicyclo[3.1.1]Heptane-3-yl)pyridin-3-yl)pyrazolo[1,5-a]Pyridine-3-carbonitrile NC1=NN2C(C(=CC(=C2)OCCOC(C)C)C=2C=NC(=CC2)N2CC3N(C(C2)C3)CC=3C=NC(=CC3)OC)=C1C#N